N-acetyl-N-butyl-β-alanine ethyl ester C(C)OC(CCN(CCCC)C(C)=O)=O